4-{3-[(3,4,5-Trimethoxyphenyl)carbonyloxy]propyl}-1,4-diazepan COC=1C=C(C=C(C1OC)OC)C(=O)OCCCN1CCNCCC1